(S)-(-)-glycidol C1[C@@H](O1)CO